ethyl 1-(4-cyano-3-fluoro-5-methoxybenzyl)-1H-pyrazole-4-carboxylate C(#N)C1=C(C=C(CN2N=CC(=C2)C(=O)OCC)C=C1OC)F